OC(CNC1=CC=C(C=C1)N)C N-(beta-hydroxypropyl)-para-phenylenediamine